4-chloro-1-methyl-1H-pyrrolo[3,2-C]pyridine ClC1=NC=CC2=C1C=CN2C